ClC1=C(C(=CC(=C1)C#N)F)NC=1N(C2=NC(=NC=C2N1)NC[C@H]1[C@@H](CCCC1)O)C1CCC(CC1)C(=O)N (1R,4s)-4-(8-(2-chloro-4-cyano-6-fluorophenylamino)-2-(((1S,2R)-2-hydroxycyclohexyl)methylamino)-9H-purin-9-yl)cyclohexanecarboxamide